NC1=C(C2=C(S1)C(C(CC2)(COCC(F)(F)F)C)=O)C(=O)NC2CC2 2-Amino-N-cyclopropyl-6-methyl-7-oxo-6-((2,2,2-trifluoroethoxy)methyl)-4,5,6,7-tetrahydrobenzo[b]thiophene-3-carboxamide